5-(1-(2-chloro-3,6-difluorophenyl)ethoxy)-N-((R,E)-4-(methylsulfonyl)but-3-en-2-yl)pyrimidine-2-carboxamide ClC1=C(C(=CC=C1F)F)C(C)OC=1C=NC(=NC1)C(=O)N[C@H](C)\C=C\S(=O)(=O)C